C1(CC1)C1=CC(=NN1CC(=O)N1CCC(CC1)C1=CC(=NC=C1)C(=O)NC1CCCC2=CC=CC=C12)C(F)F 4-[1-[2-[5-cyclopropyl-3-(difluoromethyl)pyrazol-1-yl]acetyl]-4-piperidinyl]-N-tetrahydronaphthalen-1-yl-pyridin-2-carboxamide